ClC=1N=C(NC1[C@H]1[C@H](CN(CC1)S(=O)(=O)CCC(=O)N1C[C@@H](CC1)O)C)C1=NC=C(C=C1)F 3-[[(3R,4R)-4-[4-Chloro-2-(5-fluoro-2-pyridyl)-1H-imidazol-5-yl]-3-methyl-1-piperidyl]sulfonyl]-1-[(3R)-3-hydroxypyrrolidin-1-yl]propan-1-one